N-(5-(4-fluorobenzo[d][1,3]dioxol-5-yl)-1-(3-hydroxy-3-methylbutyl)-1H-pyrazolo[3,4-b]pyridin-3-yl)-3-methylisoxazole-4-carboxamide FC1=C(C=CC=2OCOC21)C=2C=C1C(=NC2)N(N=C1NC(=O)C=1C(=NOC1)C)CCC(C)(C)O